N-cyclopropyl-4-fluoro-5-(piperazin-1-yl)picolinamide hydrochloride Cl.C1(CC1)NC(C1=NC=C(C(=C1)F)N1CCNCC1)=O